FC=1C=C(C2=C(OCO2)C1C(=O)N1[C@@H](C/C(/C1)=N/OC)CO)C=1C(=C(C#N)C=CC1)C (S,Z)-3-(6-Fluoro-7-(2-(hydroxymethyl)-4-(methoxyimino)pyrrolidine-1-carbonyl)benzo[d][1,3]dioxol-4-yl)-2-methylbenzonitrile